6-amino-3-chloro-1-(4-fluorophenyl)-N,N-bis(4-methoxybenzyl)-1H-indazole-4-sulfonamide NC=1C=C(C=2C(=NN(C2C1)C1=CC=C(C=C1)F)Cl)S(=O)(=O)N(CC1=CC=C(C=C1)OC)CC1=CC=C(C=C1)OC